OC(C1CC(C1)NC(OC(C)(C)C)=O)C1=C2C(=NC=C1OC)N(C=C2)[Si](C(C)C)(C(C)C)C(C)C Tert-Butyl N-[3-[hydroxy-(5-methoxy-1-triisopropylsilyl-pyrrolo[2,3-b]pyridin-4-yl)methyl]cyclobutyl]carbamate